FC1=CC=C(C=C1)NC(C(C)C=1C=C2CCCN(C2=CC1)C(=O)C1=NC(=NO1)C)=O N-(4-Fluorophenyl)-2-[1-(3-methyl-1,2,4-oxadiazol-5-carbonyl)-1,2,3,4-tetrahydrochinolin-6-yl]propanamid